O=C1N(CCC(N1)=O)C=1C=CCC2C1NCC=N2 8-(2,4-dioxotetrahydropyrimidin-1(2H)-yl)-1,2,4a,5-tetrahydrobenzo[b]pyrazin